2,4-Dinitro-N-phenyl-aniline [N+](=O)([O-])C1=C(NC2=CC=CC=C2)C=CC(=C1)[N+](=O)[O-]